FC1(CCN(CCC1)C=1N=NC(=C(C1C(=O)NC1=CC(=CC=C1)[S@](=O)(=N)C)C)C(F)(F)F)F (S)-3-(4,4-difluoroazepan-1-yl)-5-methyl-N-(3-(S-methylsulfonimidoyl)phenyl)-6-(trifluoromethyl)pyridazine-4-carboxamide